C(C)(C)C1=C(C=C(C=C1OC)CO)OC (4-isopropyl-3,5-dimethoxyphenyl)methanol